2-trifluoromethoxy-5-methoxy-benzaldehyde FC(OC1=C(C=O)C=C(C=C1)OC)(F)F